C(C)OC(=O)C1=NN2C(C(NCC2)=O)=C1.FC(C1=CC=C(OC2=CC(=CC3=CC=CC=C23)C=2C=C(C=CC2)NC(C=C)=O)C=C1)(F)F N-(3-(4-(4-(trifluoromethyl)phenoxy)naphthalen-2-yl)phenyl)acrylamide ethyl-4-oxo-4,5,6,7-tetrahydropyrazolo[1,5-a]pyrazine-2-carboxylate